C(C1=CC=CC=C1)OC=1C=C2C(=C(N(C2=CC1)CC1=CC=C(C=C1)CCO)C1=C(C=C(C=C1)F)C)F 2-(4-((5-(benzyloxy)-3-fluoro-2-(4-fluoro-2-methylphenyl)-1H-indol-1-yl)methyl)phenyl)ethan-1-ol